[Si](C)(C)(C(C)(C)C)OCC1=C2N=CC(N(C2=CC=C1[N+](=O)[O-])[C@@H](C)C1=CC(=CC=C1)OC(F)(F)F)=O 5-{[(tert-butyldimethylsilyl)oxy]methyl}-6-nitro-1-[(1S)-1-[3-(trifluoromethoxy)phenyl]ethyl]quinoxalin-2-one